ClC1=C(C=CC=C1NC(=O)C1=NN2C([C@@H](CCC2)N2C[C@@H](CC2)O)=C1)C1=C(C(=CC=C1)NC(C1=NC=C(C=C1)CNCCO)=O)Cl (R)-N-(2,2'-dichloro-3'-(5-(((2-hydroxyethyl)amino)methyl)picolinamido)-[1,1'-biphenyl]-3-yl)-4-((R)-3-hydroxypyrrolidin-1-yl)-4,5,6,7-tetrahydropyrazolo[1,5-a]pyridine-2-carboxamide